6-chloro-2-[2-(2,2-difluoroethyl)-5-methoxy-pyrazol-3-yl]-8-methyl-3,1-benzoxazin-4-one ClC=1C=C(C2=C(C(OC(=N2)C=2N(N=C(C2)OC)CC(F)F)=O)C1)C